5-[bis(3-methoxybenzyl)aminocarbonyloxymethoxymethoxy]dimethylaminobenzene COC=1C=C(CN(C(=O)OCOCOC=2C=CC=C(C2)N(C)C)CC2=CC(=CC=C2)OC)C=CC1